1-(3-chlorophenyl)-3-(4-((1,3-dioxoisoindolin-5-yl)oxy)phenyl)urea ClC=1C=C(C=CC1)NC(=O)NC1=CC=C(C=C1)OC=1C=C2C(NC(C2=CC1)=O)=O